2-methyl-1-(p-tolyl)but-3-en-1-ol CC(C(O)C1=CC=C(C=C1)C)C=C